N,N-dimethylquinoxalin-2-amine CN(C)C1=NC2=CC=CC=C2N=C1